FC(C1=NN(C=C1C(=O)NC1=C2C(CC(C2=C(C=C1)F)(C)C)C)C)F 3-(Difluoromethyl)-N-(7-fluoro-1,1,3-trimethyl-2,3-dihydro-1H-inden-4-yl)-1-methyl-1H-pyrazol-4-carboxamide